N=1N=C(NC1)C1CN(CC1)C(=O)N1CC2(C1)CC(C2)OC=2C=NC=C(C2)C(F)(F)F [3-(4H-1,2,4-Triazol-3-yl)pyrrolidin-1-yl]-[6-[[5-(trifluoromethyl)-3-pyridyl]oxy]-2-azaspiro[3.3]heptan-2-yl]methanone